The molecule is an organic cation obtained by protonation of the secondary amino function of (R)-SKF 38393. It is an ammonium ion derivative and an organic cation. It is a conjugate acid of a (R)-SKF 38393. It is an enantiomer of a (S)-SKF 38393(1+). C1C[NH2+]C[C@@H](C2=CC(=C(C=C21)O)O)C3=CC=CC=C3